5-(2-(4-fluoro-2-methoxyphenoxy)-4-(perfluoroethyl)benzoylamino)benzoic acid FC1=CC(=C(OC2=C(C(=O)NC=3C=CC=C(C(=O)O)C3)C=CC(=C2)C(C(F)(F)F)(F)F)C=C1)OC